BrC=1C=C(C(=NC1)N)O[C@H](C)C1=C(C=C(C=C1)F)I (R)-5-bromo-3-(1-(4-fluoro-2-iodophenyl)ethoxy)pyridin-2-amine